Hydroxyethyl-pentamethylenediamine OCCNCCCCCN